C1(CC1)CN1C(=CC=2C1=C1C=CNC1=CC2)C2=NC1=C(N2C)C(=CC(=C1)C(=O)N1[C@@H]2CC[C@H](C1)[C@H]2NC(OC(C)(C)C)=O)F tert-butyl N-[(1R,4R,7R)-2-[2-[1-(cyclopropylmethyl)-6H-pyrrolo[2,3-e]indol-2-yl]-7-fluoro-1-methyl-benzimidazole-5-carbonyl]-2-azabicyclo[2.2.1]heptan-7-yl]carbamate